ethyl 6-bromo-1-(tert-butoxycarbonylamino)-4-oxo-1,8-naphthyridine-3-carboxylate BrC=1C=C2C(C(=CN(C2=NC1)NC(=O)OC(C)(C)C)C(=O)OCC)=O